BrC1=CC=C(C=C1)N1C(=NC(=C1)C)C 1-(4-bromophenyl)-2,4-dimethyl-1H-imidazole